(8R)-8-phenyl-2-(2-((tetrahydro-2H-pyran-3-yl)oxy)pyridin-4-yl)-7,8-dihydro-6H-pyrrolo[2',1':2,3]imidazo[4,5-b]piperidine C1(=CC=CC=C1)[C@H]1CCC2=NC3=C(NC(CC3)C3=CC(=NC=C3)OC3COCCC3)N21